tert-butyl 4-[(2S)-2-[(7-bromo-2-cyclopropylthieno[3,2-d]pyrimidin-4-yl)amino]propyl]piperazine-1-carboxylate BrC1=CSC2=C1N=C(N=C2N[C@H](CN2CCN(CC2)C(=O)OC(C)(C)C)C)C2CC2